CN(CCCN1C2=CC=CC=C2SC=2C=CC=CC12)C dimethyl[3-(10H-phenothiazin-10-yl)propyl]amine